(2S,4r)-1-[(2S)-2-(4-cyclopropyl-triazol-1-yl)-3,3-dimethyl-butyryl]-N-[2-(1-ethylbenzimidazol-2-yl)ethyl]-4-hydroxy-pyrrolidine-2-carboxamide C1(CC1)C=1N=NN(C1)[C@H](C(=O)N1[C@@H](C[C@H](C1)O)C(=O)NCCC1=NC2=C(N1CC)C=CC=C2)C(C)(C)C